5-Bromo-1-(fluoromethyl-d2)pyridin BrC=1C=CCN(C1)C([2H])([2H])F